tert-butyl (1R,6S)-2,5-diazabicyclo[4.2.0]octane-2-carboxylate [C@@H]12N(CCN[C@H]2CC1)C(=O)OC(C)(C)C